ClC=1C(=C(C(=CC1)C(C)C)NC(=O)NS(=O)(=O)C1=CC2=C(O1)CCCCC2(C)O)C(C)C N-((3-chloro-2,6-diisopropylphenyl)carbamoyl)-4-hydroxy-4-methyl-5,6,7,8-tetrahydro-4H-cyclohepta[b]furan-2-sulfonamide